1,5-diacetoxyhexamethyl-trisiloxane C(C)(=O)O[Si](O[Si](O[Si](OC(C)=O)(C)C)(C)C)(C)C